OCC1(CCNCC1)CC#N 2-[4-(hydroxymethyl)-4-piperidyl]acetonitrile